1-(2-(5-(3-methoxyphenyl)-1H-imidazol-2-yl)piperidin-1-yl)-2-(methylsulfanyl)propan-1-one tert-butyl-(12-((2-(2,6-dioxopiperidin-3-yl)-1,3-dioxoisoindolin-4-yl)amino)dodecyl)carbamate C(C)(C)(C)N(C(O)=O)CCCCCCCCCCCCNC1=C2C(N(C(C2=CC=C1)=O)C1C(NC(CC1)=O)=O)=O.COC=1C=C(C=CC1)C1=CN=C(N1)C1N(CCCC1)C(C(C)SC)=O